(3S,4R)-4-((5-chloro-4-(8-fluoro-3-(5-methyl-1H-imidazol-4-yl)quinolin-6-yl)pyrimidin-2-yl)amino)tetrahydro-2H-pyran-3-ol ClC=1C(=NC(=NC1)N[C@H]1[C@@H](COCC1)O)C=1C=C2C=C(C=NC2=C(C1)F)C=1N=CNC1C